COC1=CC=2C3=C(NC2C=C1)CCN(C3)C(=O)C3=NNC(=C3)C (8-Methoxy-1,3,4,5-tetrahydropyrido[4,3-b]indol-2-yl)-(5-methyl-1H-pyrazol-3-yl)methanon